1-(azepan-1-yl)-2-((2,6-dimethylphenyl)amino)ethan-1-one indium (III) [In+3].N1(CCCCCC1)C(CNC1=C(C=CC=C1C)C)=O